tert-butyl (2R,4R)-2-({[tert-butyl(dimethyl)silyl]oxy}methyl)-4-[(ethanesulfonyl)amino]-3,3-difluoropyrrolidine-1-carboxylate [Si](C)(C)(C(C)(C)C)OC[C@H]1N(C[C@H](C1(F)F)NS(=O)(=O)CC)C(=O)OC(C)(C)C